1-(6-bromo-3-hydroxy-pyrazin-2-yl)-3-[(3R)-1-[2-[tert-butyl(dimethyl)silyl]oxyethyl]-3-piperidyl]thiourea BrC1=CN=C(C(=N1)NC(=S)N[C@H]1CN(CCC1)CCO[Si](C)(C)C(C)(C)C)O